N-{[(1r,4r)-4-{6-[1-(difluoromethyl)-1H-pyrazol-4-yl]imidazo[1,2-a]pyridin-2-yl}cyclohexyl]methyl}-2,3,5-trifluoro-4-hydroxybenzamide, trifluoroacetate salt FC(C(=O)O)(F)F.FC(N1N=CC(=C1)C=1C=CC=2N(C1)C=C(N2)C2CCC(CC2)CNC(C2=C(C(=C(C(=C2)F)O)F)F)=O)F